N-[(3-chloro-4-fluorophenyl)-(5-methyl-4-methylsulfonyl-1H-imidazol-2-yl)methyl]-5-(difluoromethyl)pyridin-3-amine ClC=1C=C(C=CC1F)C(NC=1C=NC=C(C1)C(F)F)C=1NC(=C(N1)S(=O)(=O)C)C